O=C(CC1(CCCCC1)CNC([O-])=O)NS(=O)(=O)C1=CC=C(C=C1)N1N=C(C=C1C1=CC=C(C=C1)C)C(F)(F)F ((1-(2-oxo-2-((4-(5-(p-tolyl)-3-(trifluoromethyl)-1H-pyrazol-1-yl)phenyl)sulfonamido)ethyl)cyclohexyl)methyl)carbamate